C1(=CC=CC=C1)C(C#CC1=C(C=CC=C1)C)=O 1-phenyl-3-(o-tolyl)prop-2-yn-1-one